C(#N)C=1C=C(C=C(C1N[C@H](CCN(C)C)CCC1=CC=CC=C1)F)S(=O)(=O)NC(=O)C12OCC(CC1)(CC2)C (S)-N-((3-cyano-4-((1-(dimethylamino)-5-phenylpentan-3-yl)amino)-5-fluorophenyl)sulfonyl)-4-methyl-2-oxabicyclo[2.2.2]octane-1-carboxamide